methyl 7-(cyclohex-1-en-1-yl)-1-((2-(trimethylsilyl)ethoxy)methyl)-1H-benzo[d]imidazole-2-carboxylate C1(=CCCCC1)C1=CC=CC2=C1N(C(=N2)C(=O)OC)COCC[Si](C)(C)C